C[NH3+] The molecule is the conjugate acid of methylamine; major species at pH 7.3. It has a role as a human metabolite. It is a conjugate acid of a methylamine.